hydroxyethyl-methylammonium methylsulfate COS(=O)(=O)[O-].OCC[NH2+]C